FC=1C=C(C=C(C1)F)C1CCN2N1C(C1(C2)CCN(CC1)C(=O)C1=NC=CN=C1)=O 7'-(3,5-difluorophenyl)-1-(pyrazine-2-carbonyl)dihydro-1'H,3'H,5'H-spiro[piperidine-4,2'-pyrazolo[1,2-a]pyrazol]-1'-one